ClC1=NC=C(C(=N1)NC1=CC(=C2N(C(C(NC2=C1)=O)=O)C)OCCC[C@H]1CN(C[C@H](C1(F)F)C)C(=O)OC(C)(C)C)Cl tert-butyl (3S,5R)-3-(3-((7-((2,5-dichloropyrimidin-4-yl)amino)-4-methyl-2,3-dioxo-1,2,3,4-tetrahydroquinoxalin-5-yl)oxy)propyl)-4,4-difluoro-5-methylpiperidine-1-carboxylate